N-(((2S,5R)-5-((5-fluoro-3-(2-fluoro-4-(2-fluorophenoxy)benzoyl)-1H-pyrrolo[2,3-b]pyridin-4-yl)amino)tetrahydro-2H-pyran-2-yl)methyl)cyclopropanesulfonamide FC=1C(=C2C(=NC1)NC=C2C(C2=C(C=C(C=C2)OC2=C(C=CC=C2)F)F)=O)N[C@@H]2CC[C@H](OC2)CNS(=O)(=O)C2CC2